(Z)-3-((4-((6-chloro-7-fluoro-1H-indol-3-yl)methylene)-2,5-dioxo-imidazol-1-yl)methyl)benzonitrile ClC1=CC=C2C(=CNC2=C1F)\C=C\1/NC(N(C1=O)CC=1C=C(C#N)C=CC1)=O